sodium 2,4-xylenesulfonate C=1(C(=CC(=CC1)C)C)S(=O)(=O)[O-].[Na+]